C(C)N1C=NC2=C1N=NC=C2C=2C=CC(=C(C2)C2=CC1=C(N(CO1)C)C=C2COC)F 6-(5-(7-ethyl-7H-imidazo[4,5-c]pyridazin-4-yl)-2-fluorophenyl)-5-(methoxymethyl)-3-Methylbenzo[d]oxazole